C1(CCC1)C=1N=NSC1CN1CC2(CN(C2)C(=O)N2CC3(C2)CC(C3)N3N=C(N=C3)C3(CC3)O)C1 [6-[(4-cyclobutylthiadiazol-5-yl)methyl]-2,6-diazaspiro[3.3]heptan-2-yl]-[6-[3-(1-hydroxycyclopropyl)-1,2,4-triazol-1-yl]-2-azaspiro[3.3]heptan-2-yl]methanone